(R)-2-(2-(trifluoromethyl)piperazin-1-yl)acetic acid methyl ester COC(CN1[C@H](CNCC1)C(F)(F)F)=O